C(C)OC(CC1=NC2=C(N1)C=C(C=C2)C(=O)N2CCOCC2)=O 2-(6-(morpholine-4-carbonyl)-1H-benzo[d]imidazol-2-yl)acetic acid ethyl ester